(1S,3R,4S)-N-((R)-1-cyano-2-((S)-2-oxopyrrolidin-3-yl)ethyl)-5,5-difluoro-2-((R)-2-hydroxy-2-phenylpropanoyl)-2-azabicyclo[2.2.2]octane-3-carboxamide C(#N)[C@@H](C[C@H]1C(NCC1)=O)NC(=O)[C@@H]1N([C@@H]2CC([C@H]1CC2)(F)F)C([C@@](C)(C2=CC=CC=C2)O)=O